C(\C=C\CCCCCCCCCC)O Trans-2-Tridecenol